2-benzyl-2-azaspiro[3.3]heptan-6-yl (2R,6R)-2,6-dimethyl-4-[5-(trifluoromethoxy)pyrazin-2-yl]piperazine-1-carboxylate C[C@H]1N([C@@H](CN(C1)C1=NC=C(N=C1)OC(F)(F)F)C)C(=O)OC1CC2(CN(C2)CC2=CC=CC=C2)C1